N-(3-(4'-(3-(Difluoromethoxy)Propoxy)-4,5,5',6'-Tetrahydro-2H-Spiro[furan-3,8'-Pyrano[3,4-b]Pyridin]-2'-yl)-1-Methyl-1H-Pyrrolo[2,3-c]Pyridin-5-yl)Acetamide FC(OCCCOC1=C2C(=NC(=C1)C1=CN(C3=CN=C(C=C31)NC(C)=O)C)C3(OCC2)COCC3)F